6'-(((1S,3S)-3-Aminocyclopentyl)amino)-3-(trifluoromethyl)-2H-[1,3'-bipyridin]-2-one N[C@@H]1C[C@H](CC1)NC1=CC=C(C=N1)N1C(C(=CC=C1)C(F)(F)F)=O